2-(1-(3-ethoxyphenyl)ethyl)-10H-phenothiazine C(C)OC=1C=C(C=CC1)C(C)C1=CC=2NC3=CC=CC=C3SC2C=C1